Cl.C(C)OC(=O)C1=NN(C=2C(N(CCC21)C2=CC=C1CCNCC1=C2)=O)C2=CC(=CC=C2)Cl 1-(3-Chlorophenyl)-7-oxo-6-(1,2,3,4-tetrahydroisoquinolin-7-yl)-4,5-dihydropyrazolo[3,4-c]pyridine-3-carboxylic acid ethyl ester hydrochloride